O1C=CC2=C1C=CC(=C2)S(=O)(=O)N2CC1=C(C2)CN(C1)C(=O)NC1=CC=C(C=C1)F 5-(1-Benzofuran-5-sulfonyl)-N-(4-fluorophenyl)-1H,2H,3H,4H,5H,6H-pyrrolo[3,4-c]pyrrole-2-carboxamide